BrC1=CC(=NC=C1)NC(CCN1CCN(CC1)CC(F)(F)F)=O N-(4-bromopyridin-2-yl)-3-[4-(2,2,2-trifluoroethyl)piperazin-1-yl]propanamide